5-ethynyl-6-fluoro-4-(8-fluoro-2-(((2R,7aS)-2-fluorotetrahydro-1H-pyrrolizin-7a(5H)-yl)methoxy)-4-(1-vinyl-3,8-diazabicyclo[3.2.1]octan-3-yl)pyrido[4,3-d]pyrimidin-7-yl)naphthalen-2-ol C(#C)C1=C2C(=CC(=CC2=CC=C1F)O)C1=C(C=2N=C(N=C(C2C=N1)N1CC2(CCC(C1)N2)C=C)OC[C@]21CCCN1C[C@@H](C2)F)F